C12CC(CCC2O1)COC(C=C)=O 7-oxabicyclo[4.1.0]heptan-3-ylmethylprop-2-enoate